[6-(5-chloro-2-fluorophenyl)-4-({7-[2-(4-methylpiperazin-1-yl)ethoxy]quinolin-4-yl}amino)pyridazin-3-yl]methanol ClC=1C=CC(=C(C1)C1=CC(=C(N=N1)CO)NC1=CC=NC2=CC(=CC=C12)OCCN1CCN(CC1)C)F